C(CCCCCCC\C=C/C\C=C/CCCCC)(=O)OCC(COC(CC12CC3CC(CC(C1)C3)C2)=O)COC(CCCCN2CCOCC2)=O 3-(2-((3r,5r,7r)-adamantan-1-yl)acetoxy)-2-(((5-morpholinopentanoyl)oxy)methyl)propyl (9Z,12Z)-octadeca-9,12-dienoate